(9R,13S)-13-{4-[5-chloro-2-(4-methoxyphenyl)phenyl]-6-oxo-1,6-dihydropyrimidin-1-yl}-3,9-dimethyl-3,4,7,15-tetraazatricyclo[12.3.1.02,6]Octadec-1(18),2(6),4,14,16-pentaen-8-one ClC=1C=CC(=C(C1)C=1N=CN(C(C1)=O)[C@H]1CCC[C@H](C(NC=2C=NN(C2C=2C=CN=C1C2)C)=O)C)C2=CC=C(C=C2)OC